C(C)C1CN(C=C(O1)C)O 6-Ethyl-4-hydroxyl-2-methyl-6H-[1,4]oxazin